CN(C(=O)N)CCCCCCCC N-methyl-N-octyl-urea